COC1=CC=C(C=C1)N(C1=CC=C(OC=2N=C(C3=C(N2)C=NC=C3)O)C=C1)C 2-{4-[(4-methoxy-phenyl)-methyl-amino]-phenoxy}-pyrido[3,4-d]pyrimidin-4-ol